5-(4-fluorophenyl)thiophene-2-carbonyl chloride FC1=CC=C(C=C1)C1=CC=C(S1)C(=O)Cl